2-(4-amino-2-(pyridin-4-ylmethyl)-1H-imidazol-1-yl)-N-(4-methoxybenzyl)acetamide NC=1N=C(N(C1)CC(=O)NCC1=CC=C(C=C1)OC)CC1=CC=NC=C1